CCC#CCCC#C 7-Octadiyne